(5-(pyrazin-2-yl)-1,3,4-oxadiazol-2-yl)methanone N1=C(C=NC=C1)C1=NN=C(O1)C=O